aminopyrazoloindane NC=1NN=C2C=CC=3CCCC3C21